tert-Butyl 2-[4-(2-amino-5-chlorophenyl)-5-methoxy-2-oxopyridin-1(2H)-yl]-4-methoxybutanoate NC1=C(C=C(C=C1)Cl)C1=CC(N(C=C1OC)C(C(=O)OC(C)(C)C)CCOC)=O